S(=O)(=O)(ON1[C@@H]2CC[C@H](N(C1=O)C2)C(NC(=O)C=2N=CSC2)=N)[O-].[Na+] sodium (2S,5R)-7-oxo-2-(N-(thiazole-4-carbonyl) carbamimidoyl)-1,6-diazabicyclo[3.2.1]octan-6-yl sulfate